(3Z)-1-iodo-14,14-didecyloxy-3-tetradecene ICC\C=C/CCCCCCCCCC(OCCCCCCCCCC)OCCCCCCCCCC